OCC1=CC=C(C=C1)C=1C=CC=2N(C1)N=NC2C(=O)NC=2C(=NC=C(C2)NC(CN2[C@H](CCC2)C)=O)C 6-[4-(hydroxymethyl)phenyl]-N-[2-methyl-5-[[2-[(2S)-2-methylpyrrolidin-1-yl]acetyl]amino]-3-pyridyl]triazolo[1,5-a]pyridine-3-carboxamide